(2R,3R,4S)-4-amino-3-methoxy-2-methylpyrrolidin N[C@@H]1[C@H]([C@H](NC1)C)OC